F.N1=CC=CC=C1 pyridine monohydrofluoride salt